CN1N=CC2=CC=C(C=C12)C=1C=C2C=3CCCCC3N(C2=CC1)[C@H](C)C1=CC=CC=C1 6-(1-methyl-1H-indazol-6-yl)-N-((R)-1-phenylethyl)-2,3,4,9-tetrahydro-1H-carbazol